N1=C(C=CC=C1)C1(CC1)NC(C1=CC=CC=C1)=O N-[1-(2-pyridinyl)cyclopropyl]benzamide